COC=1C=C(C=CC1)C(N1CCNCC1)C1=CC(=CC=C1)OC 1-(bis(3-methoxyphenyl)methyl)piperazine